BrC1=C(C(=O)Cl)C=C(C(=C1)C(=O)Cl)Br 2,5-dibromoterephthaloyl chloride